1,4-dibromomethoxybutane BrCOCCCCOCBr